C(C)(C)(C)OC(=O)N[C@@H](CC1=CC=CC=C1)C(=O)O N-(tert-butoxycarbonyl)-L-phenylalanine